tert-butyl (R)-(3-(4-(5-chloro-7-((3,3-dimethylbutan-2-yl)amino)-[1,2,4]triazolo[1,5-a]pyrimidin-6-yl)-3,5-difluorophenyl)prop-2-yn-1-yl)(methyl)carbamate ClC1=NC=2N(C(=C1C1=C(C=C(C=C1F)C#CCN(C(OC(C)(C)C)=O)C)F)N[C@H](C)C(C)(C)C)N=CN2